(1R,2S,4R)-(-)-2-benzyl-2-(2'-methyl-3'-dimethylaminopropoxy)-1,7,7-trimethylbicyclo[2.2.1]heptane C(C1=CC=CC=C1)[C@@]1([C@@]2(CC[C@H](C1)C2(C)C)C)OCC(CN(C)C)C